(1R,3S)-3-(5-{1-[2-(1,3-dioxolan-2-yl)-3-[(4-methoxy phenyl)methoxy]phenyl]pyrazole-4-amido}-2H-pyrazol-3-yl)cyclopentyl N-isopropylcarbamate C(C)(C)NC(O[C@H]1C[C@H](CC1)C=1NN=C(C1)NC(=O)C=1C=NN(C1)C1=C(C(=CC=C1)OCC1=CC=C(C=C1)OC)C1OCCO1)=O